N-BOC-O-benzyl-DL-serine C(=O)(OC(C)(C)C)N[C@@H](COCC1=CC=CC=C1)C(=O)O |r|